ClC=1C=CC(=NC1)COC1=CC=CC(=N1)N1CCN(CC1)CC1=NC2=C(N1C[C@H]1OCC1)C=C(C=C2)C(=O)O (S)-2-((4-(6-((5-chloropyridin-2-yl)methoxy)pyridin-2-yl)piperazin-1-yl)methyl)-1-(oxetane-2-ylmethyl)-1H-benzo[d]imidazole-6-carboxylic acid